tert-Butyl 7-chloro-4,4-difluoro-5-hydroxy-5-(hydroxymethyl)-2,3,4,5-tetrahydro-1H-1-benzazepine-1-carboxylate ClC=1C=CC2=C(C(C(CCN2C(=O)OC(C)(C)C)(F)F)(CO)O)C1